N1C=CC=2C1=NC=CC2C(C)OC=2C=C1C(=NNC1=CC2)C=2C=CC(=NC2)N2CC1(C2)CCN(CC1)C(=O)N(C)C 2-(5-(5-(1-(1H-pyrrolo[2,3-b]pyridin-4-yl)ethoxy)-1H-indazol-3-yl)pyridin-2-yl)-N,N-dimethyl-2,7-diazaspiro[3.5]nonane-7-carboxamide